C(C)(=O)N[C@H]1CNCC1 |r| (rac)-3-acetamidopyrrolidine